6-fluoro-N-(2-(6-(methyl(1-methyl-1H-indazol-6-yl)amino)-2-azaspiro[3.3]heptan-2-yl)ethyl)-[1,2,4]triazolo[4,3-a]pyridin-7-amine FC=1C(=CC=2N(C1)C=NN2)NCCN2CC1(C2)CC(C1)N(C1=CC=C2C=NN(C2=C1)C)C